(2-methoxyethyl)-methylpyrrolidine-2-carboxamide COCCC1(N(CCC1)C)C(=O)N